anthracene-1,8,9-triol C1(=CC=CC2=CC3=CC=CC(=C3C(=C12)O)O)O